C(=C)C1=C(SC=C1)C=1SC=CC1 vinyl-bithiophene